CN(C/C=C/C(=O)N1C2C(N(CC1CC2)C=2C=C(C=CC2)C)=O)C (E)-8-(4-(dimethylamino)but-2-enoyl)-3-(m-tolyl)-3,8-diazabicyclo[3.2.1]octan-2-one